difluoro-1-methylpiperidin-4-amine FC1(N(CCC(C1)N)C)F